3-{5-[(E)-({[tert-Butyl(dimethyl)silyl]oxy}imino)methyl]-4-chloro-2-fluorophenyl}-6-(1,1-difluoroethyl)pyrimidine-2,4(1H,3H)-dione [Si](C)(C)(C(C)(C)C)O\N=C\C=1C(=CC(=C(C1)N1C(NC(=CC1=O)C(C)(F)F)=O)F)Cl